tert-butyl 4-((1s,3s)-3-(4-(prop-2-yn-1-yloxy)piperidin-1-yl)cyclobutanecarbonyl)piperazine-1-carboxylate C(C#C)OC1CCN(CC1)C1CC(C1)C(=O)N1CCN(CC1)C(=O)OC(C)(C)C